methyl-3,4-dihydro-2H,15'H-spiro[naphthalene-1,22'-[20]oxa[13]thia[1,14]diazatetracyclo[14.7.2.0~3,6~.0~19,24~]pentacosa[16,18,24]trien]-15'-one 13',13'-dioxide CC1N2CC3(COC4=CC=C(C(NS(CCCCCCC5CCC15)(=O)=O)=O)C=C24)CCCC2=CC=CC=C23